6-chloro-2-methyl-[1,2,4]triazolo[4,3-b]pyridazin-3(2H)-one ClC=1C=CC=2N(N1)C(N(N2)C)=O